Trans-4-hydroxy-L-proline O[C@@H]1C[C@H](NC1)C(=O)O